IC1=NN(C2=C(C=CC=C12)[N+](=O)[O-])C 3-Iodo-1-methyl-7-nitro-indazole